2-(3-{[(2RS)-1-benzyl-2-methylazetidin-2-yl]methoxy}pyridin-4-yl)-3-phenyl-1H-pyrrolo[3,2-b]pyridine C(C1=CC=CC=C1)N1[C@@](CC1)(C)COC=1C=NC=CC1C1=C(C2=NC=CC=C2N1)C1=CC=CC=C1 |r|